tert-butyl N-(tert-butoxycarbonyl)-O-phenyl-D-homoserinate C(C)(C)(C)OC(=O)N[C@H](CCOC1=CC=CC=C1)C(=O)OC(C)(C)C